4,4'-dichloro-5,6'-diaminobiphenyl ClC1=CC=C(C=C1N)C1=CC=C(C=C1N)Cl